[H-].[Na+].BrC1=CN(C(C=2C=CC=NC12)=O)COCC[Si](C)(C)C 8-bromo-6-((2-(trimethylsilyl)ethoxy)methyl)-1,6-naphthyridin-5(6H)-one Sodium hydride